ethyl (S)-3-(3-(4-hydroxy-1-methyl-2-oxo-1,2-dihydropyridin-3-yl)ureido)-3-(3'-(trifluoromethoxy)biphenyl-3-yl)propanoate OC1=C(C(N(C=C1)C)=O)NC(N[C@@H](CC(=O)OCC)C=1C=C(C=CC1)C1=CC(=CC=C1)OC(F)(F)F)=O